2,5-dimethyl-t-butylperoxyhexane CC(COOC(C)(C)C)CCC(C)C